methoxy-N-methyl-1-(2-pyridinyl)cyclopropanecarboxamide COC1C(C1)(C(=O)NC)C1=NC=CC=C1